5-(5-methyl-1H-1,2,3-triazol-1-yl)phenol formate C(=O)OC1=CC=CC(=C1)N1N=NC=C1C